Benzyl (S)-2-(4-cyanophenyl)-4-oxopiperidine-1-carboxylate C(#N)C1=CC=C(C=C1)[C@H]1N(CCC(C1)=O)C(=O)OCC1=CC=CC=C1